3'-(dibenzo[b,d]Furan-4-yl)-[1,1'-biphenyl]-4-amine C1=CC=C(C=2OC3=C(C21)C=CC=C3)C=3C=C(C=CC3)C3=CC=C(C=C3)N